N=1NN=C(C1)C(=O)OCC ethyl 2H-1,2,3-triazole-4-carboxylate